C(C1=CC=CC=C1)[Ti+2] benzyl-titanium (III)